ClC=1C(=C(NC=2C3=C(N=CN2)C=CC(=N3)O[C@@H]3CN(CC3)C(C=C)=O)C=CC1OC[C@@H]1OCCCC1)F 1-[(3S)-3-[4-[3-chloro-2-fluoro-4-[[(2R)-tetrahydropyran-2-yl]methoxy]anilino]pyrido[3,2-d]pyrimidin-6-yl]oxypyrrolidin-1-yl]prop-2-en-1-one